C(C)(C)N1N=CC(=C1)C1COC2=C(O1)C(=CC(=C2)CN2C=NC=1C2=NC=CC1)OC 3-((2-(1-isopropyl-1H-pyrazol-4-yl)-8-methoxy-2,3-dihydrobenzo[b][1,4]dioxin-6-yl)methyl)-3H-imidazo[4,5-b]pyridine